(2R)-N-((R)-(4-chloro-2,5-difluorophenyl)(cyclopropyl)methyl)-1-((6-(methylsulfonyl)-3-pyridinyl)carbonyl)-2-piperidinecarboxamide ClC1=CC(=C(C=C1F)[C@H](NC(=O)[C@@H]1N(CCCC1)C(=O)C=1C=NC(=CC1)S(=O)(=O)C)C1CC1)F